C(C)(C)(C)C1=CC=C(C=C1)C1=CC(=CC(=C1)F)N(C1=NC=2N(C3=CC=C(C=C13)F)C=NN2)C N-(4'-(tert-butyl)-5-fluoro-[1,1'-biphenyl]-3-yl)-7-fluoro-N-methyl-[1,2,4]triazolo[4,3-a]quinazolin-5-amine